Iodo-Tyrosin IN[C@@H](CC1=CC=C(C=C1)O)C(=O)O